OC(CNC(O[C@@H]1CC[C@H](CC1)C(N(C[C@@H]1CC[C@H](CC1)C1=NC(=C(C=C1)OC)C)C1=NC=CC(=C1)C=1N=C(OC1)C1CC1)=O)=O)(C(C)C)C trans-4-((4-(2-Cyclopropyloxazol-4-yl)pyridin-2-yl)((trans-4-(5-methoxy-6-methylpyridin-2-yl)cyclohexyl)methyl)carbamoyl)cyclohexyl (2-hydroxy-2,3-dimethylbutyl)carbamate